O1CC(C1)N1CCN(CC1)C1=C2C(=NC=C1)N(C(=C2)C=2SC=C(N2)C(F)(F)F)S(=O)(=O)C2=CC=CC=C2 oxetan-3-yl-4-(1-(phenylsulfonyl)-2-(4-(trifluoromethyl)thiazol-2-yl)-1H-pyrrolo[2,3-b]pyridin-4-yl)piperazine